2-propionylcyclobutane-1-carboxylic acid C(CC)(=O)C1C(CC1)C(=O)O